2-(4-chloro-2,5-difluoro-phenyl)-4,4,5,5-tetramethyl-1,3,2-dioxaborolane ClC1=CC(=C(C=C1F)B1OC(C(O1)(C)C)(C)C)F